3-(3,5-bis(trifluoromethyl)phenyl)-1-((2-(trimethylsilyl)ethoxy)methyl)-1H-1,2,4-Triazole-5-carbonitrile FC(C=1C=C(C=C(C1)C(F)(F)F)C1=NN(C(=N1)C#N)COCC[Si](C)(C)C)(F)F